O(C1[C@H](O)[C@@H](O)[C@H](O)[C@H](O1)CO)CCOCCOCCOCCN=[N+]=[N-] 2-[2-[2-(2-Azidoethoxy)ethoxy]ethoxy]ethyl D-glucopyranoside